6-(4-((4-acetylpiperazin-1-yl)methyl)benzyl)-2-oxobenzo[cd]indol C(C)(=O)N1CCN(CC1)CC1=CC=C(CC=2C=3C4=C(C(NC4=CC2)=O)C=CC3)C=C1